COC1=C(OCCCN2C3=C(N(CCC2)C(=O)C2=CC=C(C=C2)NC(=O)C=2C(=CC=CC2)C2=CC=CC=C2)C=CC=C3)C=CC=C1 N-(4-(5-(3-(2-methoxyphenoxy)propyl)-2,3,4,5-tetrahydro-1H-benzo[b][1,4]diazepine-1-Carbonyl)phenyl)-[1,1'-biphenyl]-2-carboxamide